Cl.O[C@H]1C[C@@H](NC1)C(=O)OC Methyl (4s)-4-hydroxy-D-prolinate hydrochloride